6-(3-(1H-pyrazol-5-yl)-1,2,4-oxadiazol-5-yl)-2,2-diethyl-chroman-4-one N1N=CC=C1C1=NOC(=N1)C=1C=C2C(CC(OC2=CC1)(CC)CC)=O